2-(2,6-Dioxopiperidin-3-yl)-4-((4-((4-isopropoxypiperidin-1-yl)methyl)-3-methylbenzyl)amino)isoindoline-1,3-dione O=C1NC(CCC1N1C(C2=CC=CC(=C2C1=O)NCC1=CC(=C(C=C1)CN1CCC(CC1)OC(C)C)C)=O)=O